NC1=NC(=C(C=C1C=1C=C2C=C(NC(C2=CC1F)=O)C)Br)F 6-(2-amino-5-bromo-6-fluoropyridin-3-yl)-7-fluoro-3-methylisoquinolin-1(2H)-one